3-chloro-5-((1-hydroxy-2-methylpropan-2-yl)amino)-N-(3-(piperidin-1-ylsulfonyl)phenyl)pyrazine-2-carboxamide ClC=1C(=NC=C(N1)NC(CO)(C)C)C(=O)NC1=CC(=CC=C1)S(=O)(=O)N1CCCCC1